(E)-7,11-dimethyldodeca-6,10-dien-3-one C\C(=C/CCC(CC)=O)\CCC=C(C)C